BrC1=CC=C(O1)C1=NC(=CC=2N1N=C(N2)C)NC(=O)C2CC2 N-[5-(5-bromofuran-2-yl)-2-methyl-[1,2,4]triazolo[1,5-c]pyrimidin-7-yl]cyclopropanecarboxamide